OC(C(C)C1=CC=CC=C1)(C)C 3-hydroxy-3-methyl-2-phenylbutan